(5-methyl-2-nitrobenzyloxy)triphenylsilane CC=1C=CC(=C(CO[Si](C2=CC=CC=C2)(C2=CC=CC=C2)C2=CC=CC=C2)C1)[N+](=O)[O-]